CC(C)(C)OC(=O)N1C(CNCC1)C1NC(NC(N1)NC)N(CC1=CC=C(C=C1)C(F)(F)F)CC [6-(ethyl-{[4-(trifluoromethyl)phenyl]methyl}amino)-4-(methylamino)-1,3,5-triazacyclohexan-2-yl]piperazine-1-carboxylic acid 2-methylpropan-2-yl ester